[Na+].C(C=C)(=O)NC(CS(=O)(=O)[O-])(C)CC 2-acrylamido-2-ethyl-propanesulfonic acid sodium salt